C1(=CC=CC=C1)C1=NC=CC(=C1)C1=CC(=NN1)C1CN(CC1)C#N 3-(5-(2-Phenylpyridin-4-yl)-1H-pyrazol-3-yl)pyrrolidine-1-carbonitrile